CC1(OC=C(CO1)C1=NN(C(=C1)C)C1=CC=C(C=C1)OC(F)(F)F)C 3-(2,2-dimethyl-4H-1,3-dioxin-5-yl)-5-methyl-1-[4-(trifluoromethoxy)phenyl]pyrazole